7-chloro-4-hydrazineylquinazoline ClC1=CC=C2C(=NC=NC2=C1)NN